BrC1=C(C=C2N=C(C=3N(C2=C1)C=NC3C)Cl)Cl 8-bromo-4,7-dichloro-3-methylimidazo[1,5-a]quinoxaline